[Si](C1=CC=CC=C1)(C1=CC=CC=C1)(C(C)(C)C)OC[C@@]12C[C@H](CN2C[C@@H](C1)OCCCOCC12CNCC(CC1)N2C(=O)OC(C)(C)C)F tert-butyl 1-((3-(((2R,6R,7aS)-7a-(((tert-butyldiphenylsilyl)oxy)methyl)-6-fluorohexahydro-1H-pyrrolizin-2-yl)oxy)propoxy)methyl)-3,8-diazabicyclo[3.2.1]octane-8-carboxylate